3-(2-((3-fluorobenzyl)amino)ethyl)-1H-pyrrolo[2,3-b]pyridine-5-carbonitrile FC=1C=C(CNCCC2=CNC3=NC=C(C=C32)C#N)C=CC1